CC1=C(C=CC(=C1)OCCC)O 2-methyl-4-propoxyphenol